C(C)(=O)C1=C(C=C(C=C1)Cl)C1=CC(N(C=C1OC)C(C(=O)NC1=CC=C2C(=N1)N=CN2)CC2=CC=CC=C2)=O 2-(4-(2-acetyl-5-chlorophenyl)-5-methoxy-2-oxopyridin-1(2H)-yl)-N-(1H-imidazo[4,5-b]pyridin-5-yl)-3-phenylpropionamide